C(#N)C1=C(C=CC=C1)N1CCNCC1 4-(2-cyanophenyl)piperazine